NCC(C(C)C)(CC)C 3-(aminomethyl)-2,3-dimethylpentane